CN1[C@@H](CCC1)COC1=NC(=CC(=N1)C(=O)NC1=CC=CC2=CC=CC=C12)N1CCN(CC1)C(C=C)=O 2-[[(2S)-1-methylpyrrolidin-2-yl]methoxy]-N-(1-naphthyl)-6-(4-prop-2-enoylpiperazin-1-yl)pyrimidine-4-carboxamide